tert-butyl 4-(2-((3-(2,6-bis(benzyloxy)pyridin-3-yl)-1-methyl-1H-indazol-6-yl)oxy)ethyl)piperazine-1-carboxylate tert-Butyl-4-(2-hydroxyethyl)piperazine-1-carboxylate C(C)(C)(C)OC(=O)N1CCN(CC1)CCO.C(C1=CC=CC=C1)OC1=NC(=CC=C1C1=NN(C2=CC(=CC=C12)OCCN1CCN(CC1)C(=O)OC(C)(C)C)C)OCC1=CC=CC=C1